4-(3-(4-(benzylamino)piperidin-1-yl)propoxy)-7-(pyridin-4-yl)-2H-chromen-2-one C(C1=CC=CC=C1)NC1CCN(CC1)CCCOC1=CC(OC2=CC(=CC=C12)C1=CC=NC=C1)=O